N-((2S,3R)-1-(((R)-1-((R)-4-(tert-butylcarbamoyl)-6-oxo-1,3,2-dioxaborinan-2-yl)-3-methylbutyl)amino)-3-hydroxy-1-oxobutan-2-yl)-6-phenylpicolinamide C(C)(C)(C)NC(=O)[C@@H]1OB(OC(C1)=O)[C@H](CC(C)C)NC([C@H]([C@@H](C)O)NC(C1=NC(=CC=C1)C1=CC=CC=C1)=O)=O